(2H6)propan-2-one C(C(C([2H])([2H])[2H])=O)([2H])([2H])[2H]